C1(=CC=CC=C1)C(=C=CC1=NC=CC=C1)CC1=CC=CC=C1 (S)-1-phenyl-1-benzyl-3-(pyridin-2-yl)propadiene